C12CNCC(CC1)N2C=2SC1=C(N2)C=C(C=C1)C(=O)NC1CCCC1 2-(3,8-diazabicyclo-[3.2.1]octan-8-yl)-N-cyclopentylbenzo[d]-thiazole-5-carboxamide